(4-chlorophenoxy)-N-((1r,4r)-4-(hydrazinocarbonyl)cyclohexyl)acetamide ClC1=CC=C(OCC(=O)NC2CCC(CC2)C(=O)NN)C=C1